N1(CCC1)C(CN1CCC(CC1)C=1C=C2C(=C(NC2=CC1)C1=CC(=NC(=C1)C)C)C(C)C)=O 1-(azetidin-1-yl)-2-(4-(2-(2,6-dimethylpyridin-4-yl)-3-isopropyl-1H-indol-5-yl)piperidin-1-yl)ethan-1-one